OC1C(NC=2C1=NC=CC2)=O 3-hydroxy-1,3-dihydro-2H-pyrrolo[3,2-b]pyridin-2-one